methyl 2-(4-(6-((4-chloro-2-fluorobenzyl)oxy)pyridin-2-yl)piperidin-1-yl)-3-methoxypropanoate ClC1=CC(=C(COC2=CC=CC(=N2)C2CCN(CC2)C(C(=O)OC)COC)C=C1)F